(1R,2S)-2-hydroxy-1,2-diphenylethan-1-aminium O[C@H]([C@H]([NH3+])C1=CC=CC=C1)C1=CC=CC=C1